(R)-3-(4-(1-(3-(1-(((R)-1-(3-(difluoromethyl)-2-fluorophenyl)ethyl)amino)-4-methylpyrido[3,4-d]pyridazin-7-yl)benzyl)piperidin-4-yl)-3-fluorophenyl)-3-methylpiperidine-2,6-dione FC(C=1C(=C(C=CC1)[C@@H](C)NC1=C2C(=C(N=N1)C)C=NC(=C2)C=2C=C(CN1CCC(CC1)C1=C(C=C(C=C1)[C@@]1(C(NC(CC1)=O)=O)C)F)C=CC2)F)F